3-(5-mercapto-1-oxoisoindolin-2-yl)piperidine-2,6-dione SC=1C=C2CN(C(C2=CC1)=O)C1C(NC(CC1)=O)=O